Benzyl N-[[3-[4-[(5-Cyclopropyl-1H-pyrazol-3-yl)amino]pyrimidin-2-yl]-3-azabicyclo[3.1.1]heptan-1-yl]methyl]-N-methyl-carbamate C1(CC1)C1=CC(=NN1)NC1=NC(=NC=C1)N1CC2(CC(C1)C2)CN(C(OCC2=CC=CC=C2)=O)C